[(1S)-1-[2-(5-cyano-2-pyridyl)-1,2,4-triazol-3-yl]ethyl]ammonium C(#N)C=1C=CC(=NC1)N1N=CN=C1[C@H](C)[NH3+]